C[Si](C#C[C@H](CC)O)(C)C (S)-1-trimethylsilyl-1-pentyne-3-ol